Methyl 5-{2,2-difluoro-7-azaspiro[3.5]nonan-6-yl}-4-(methylamino)pyrimidine-2-carboxylate FC1(CC2(C1)CC(NCC2)C=2C(=NC(=NC2)C(=O)OC)NC)F